phenyl (1-((2-(trimethylsilyl)ethoxy)methyl)-1H-pyrazol-3-yl)carbamate C[Si](CCOCN1N=C(C=C1)NC(OC1=CC=CC=C1)=O)(C)C